C1(CC1)COC1=C(C=C(C=C1)S(=O)(=O)C)C=1C=C(C(N(C1)C)=O)C 5-[2-(cyclopropylmethoxy)-5-methylsulfonylphenyl]-1,3-dimethylpyridin-2-one